C(C)(C)C12CC(C1)(C2)C=2C1=C(N=C(N2)CNC(C=C)=O)SC=N1 N-((7-(3-isopropylbicyclo[1.1.1]pentan-1-yl)thiazolo[5,4-d]pyrimidin-5-yl)methyl)acrylamide